ClC1(CC(N)=CC=C1F)F 3-chloro-3,4-difluoroaniline